4-fluoro-N-{[6-fluoro-5-(propan-2-yl)pyridin-2-yl]({imidazo[1,5-a]pyridin-3-yl})methyl}-1-[2-(1H-1,2,3-triazol-5-yl)acetyl]pyrrolidine-2-carboxamide FC1CC(N(C1)C(CC1=CN=NN1)=O)C(=O)NC(C1=NC=C2N1C=CC=C2)C2=NC(=C(C=C2)C(C)C)F